Ethyl 4-(dibenzylamino)-3-oxo-butanoate C(C1=CC=CC=C1)N(CC(CC(=O)OCC)=O)CC1=CC=CC=C1